NC=1C=C2C(=C(C(=CC2=CC1S(=O)(=O)[O-])S(=O)(=O)[O-])N=NC1=CC=C(C2=CC=C(C=C12)S(=O)(=O)[O-])N=NC1=CC=C(C=C1)S(=O)(=O)[O-])O.[Na+].[Na+].[Na+].[Na+] tetrasodium 6-amino-4-hydroxy-3-[[7-sulfonato-4-[(4-sulfonatophenyl)azo]-1-naphthyl]azo]naphthalene-2,7-disulfonate